4-fluoro-5-methyl-1,3-dioxol-2-one FC=1OC(OC1C)=O